O=C1NC(CCC1N1C(C2=C(C=C(C=C2C1=O)CN1CCN(CC1)C1=CC=C2CN(C(C2=C1)=O)C(C(=O)NC=1SC=CN1)C1=C(C=CC(=C1)F)O)F)=O)=O 2-(6-(4-((2-(2,6-dioxopiperidin-3-yl)-7-fluoro-1,3-dioxoisoindolin-5-yl)methyl)piperazin-1-yl)-1-oxoisoindolin-2-yl)-2-(5-fluoro-2-hydroxyphenyl)-N-(thiazol-2-yl)acetamide